NC1=C(N=C(S1)C1=C(C=CC=C1F)F)C(=O)O 5-amino-2-(2,6-difluoro-phenyl)-thiazole-4-carboxylic acid